FC(COCCO)(F)F 2-(2,2,2-trifluoroethoxy)ethanol